OP(=O)(OC)C1=CC=C(C=C1)C1=NN=C(N=N1)CCC(=O)O 3-(6-(4-(hydroxy(methoxy)phosphoryl)phenyl)-1,2,4,5-tetrazin-3-yl)propanoic Acid